OC1=C2C(=C3C(=CC=NC3=C1)Cl)OCCO2 5-hydroxy-10-chloro-2,3-dihydro-[1,4]dioxino[2,3-f]quinoline